C(C)(C)(C)[C@H]1OC[C@](N1C(=O)OC(C)(C)C)(C(=O)N1CCN(CC1)C(NC1=NC(N(C=C1)C1=CC=C(C=C1)CC=O)=O)=O)C tert-Butyl (2R,4S)-2-(tert-butyl)-4-methyl-4-(4-((2-oxo-1-(4-(2-oxoethyl)phenyl)-1,2-dihydropyrimidin-4-yl)carbamoyl)piperazine-1-carbonyl)oxazolidine-3-carboxylate